2-(oxalyl-amino)-4,7-dihydro-5h-thieno[2,3-c]pyran-3-carboxylic acid C1COCC2=C1C(=C(S2)NC(=O)C(=O)O)C(=O)O